FC1=C(C=C(C=C1)C1=NC=NC2=CC(=CC=C12)N1CCOCC1)C(O)C=1C2=C(N=CN1)C=CS2 [2-Fluoro-5-(7-morpholin-4-yl-quinazolin-4-yl)-phenyl]thieno[3,2-d]-pyrimidin-4-yl-methanol